O1COC2=C1C=CC=C2CCNCC2=CC(=NC=C2)N2CCCCC2 2-(1,3-benzodioxol-4-yl)-N-[[2-(1-piperidyl)-4-pyridyl]methyl]-ethanamin